C(C)(C)(C)OC(=O)C(CCCCCC(C)C(=O)OCC1=CC=CC=C1)CC decane-2,8-dicarboxylic acid 2-benzyl 8-tert-butyl ester